Natrium phthalat C(C=1C(C(=O)[O-])=CC=CC1)(=O)[O-].[Na+].[Na+]